C(CC(C)C)OC(C)(OC=1C=C(C=C)C=CC1)C m-(1-isopentyloxy-1-methylethoxy)styrene